C(=O)(O)[C@H](O)[C@@H](O)C(=O)O.C(C)(=O)N[C@H](C(=O)N1[C@@H]([C@H]2C([C@H]2C1)(C)C)C(=O)N[C@@H](C1=CN=CC2=CC=CC=C12)C#N)C(C)(C)C (1R,2S,5S)-3-((S)-2-acetamido-3,3-dimethylbutyryl)-N-((S)-cyano(isoquinolin-4-yl)methyl)-6,6-dimethyl-3-azabicyclo[3.1.0]hexane-2-carboxamide L-(+)-tartrate